C1=CC=CC=2C3=CC=CC=C3C(C12)COC(NCCOCCOCCOCCOCCOCCOCCOCCOCCC(=O)N[C@@H](CCCCNC(CCCC1=CC=C(C=C1)I)=O)C(=O)OC(C)(C)C)=O tert-Butyl N2-(1-(9H-fluoren-9-yl)-3-oxo-2,7,10,13,16,19,22,25,28-nonaoxa-4-azahentriacontan-31-oyl)-N6-(4-(4-iodophenyl)butanoyl)-L-lysinate